C(C(C)C)C1=C(C(=CC(=C1)C)CC(C)C)O 2,6-diisobutyl-p-methylphenol